ethyl 1-(3-chloropyridin-2-yl)-3-(thietan-3-yloxy)-1H-pyrazole-5-carboxylate (ethyl 1-(3-chloropyridin-2-yl)-3-(thietan-3-yloxy)-1H-pyrazole-5-carboxylate) C(C)C=1C(=NN(C1C(=O)O)C1=NC=CC=C1Cl)OC1CSC1.ClC=1C(=NC=CC1)N1N=C(C=C1C(=O)OCC)OC1CSC1